5-ethynyl-2-((3-(hydroxymethyl)-4-(4-methylpiperazin-1-yl)phenyl)amino)-8-phenylpyrido[2,3-d]pyrimidin-7(8H)-one C(#C)C1=CC(N(C=2N=C(N=CC21)NC2=CC(=C(C=C2)N2CCN(CC2)C)CO)C2=CC=CC=C2)=O